C(CC)S(=O)(=O)NC=1C=C2C(=CNC2=CC1)C1CCN(CC1)CC(C)(C)C 5-(N-propanesulfonyl)amino-3-(1-neopentylpiperidin-4-yl)-1H-indole